ClC=1C=NN(C(C1Cl)=O)[C@@H](C(=O)NC1=NC(=C(C=C1)C)S(NCCC1=CC=CC=C1)(=O)=O)C (2R)-2-(4,5-dichloro-6-oxo-pyridazin-1-yl)-N-[5-methyl-6-(2-phenylethylsulfamoyl)-2-pyridyl]propanamide